3-bromo-N-((4r,5s,7r,8r,9s,10r)-8,10-dihydroxy-7-(hydroxymethyl)-9-(4-(3,4,5-trifluorophenyl)-1H-1,2,3-triazol-1-yl)-1,6-dioxaspiro[4.5]dec-4-yl)benzo[b]thiophene-2-carboxamide BrC=1C2=C(SC1C(=O)N[C@@H]1CCO[C@]13O[C@@H]([C@@H]([C@@H]([C@H]3O)N3N=NC(=C3)C3=CC(=C(C(=C3)F)F)F)O)CO)C=CC=C2